FC(S(=O)(=O)OC1=CC(N(C=2N=C(N=CC21)SC)C2=CC=CC=C2)=O)(F)F 2-(methylthio)-7-oxo-8-phenyl-7,8-dihydropyrido[2,3-d]pyrimidin-5-yl trifluoromethanesulfonate